(R*)-4-(4-(3-Amino-6-(2-hydroxyphenyl)pyridazin-4-yl)morpholin-2-yl)-2,5-dimethylbenzoic acid NC=1N=NC(=CC1N1C[C@H](OCC1)C1=CC(=C(C(=O)O)C=C1C)C)C1=C(C=CC=C1)O |o1:9|